(S)-4-chloro-2-(6-((4-fluorophenyl)sulfonyl)pyridin-3-yl)-5-(((3-fluorotetrahydro-2H-pyran-3-yl)methyl)amino)pyridazin-3(2H)-one ClC=1C(N(N=CC1NC[C@@]1(COCCC1)F)C=1C=NC(=CC1)S(=O)(=O)C1=CC=C(C=C1)F)=O